C(C)(C)(C)N1N=C(C=C1NC1=CC(=NC(=C1)F)OCCC[C@H](C)NC(OC(C)(C)C)=O)[C@@H]1C[C@@H](CC1)O[Si](C)(C)C(C)(C)C tert-butyl ((S)-5-((4-((1-(tert-butyl)-3-((1S,3R)-3-((tert-butyldimethylsilyl)oxy)cyclopentyl)-1H-pyrazol-5-yl)amino)-6-fluoropyridin-2-yl)oxy)pentan-2-yl)carbamate